C(C)OC1=C(C=C2CCN(C(C2=C1)CCC1=CNC2=CC=C(C=C12)NC)C(=O)N1CCOCC1)OC (7-ethoxy-6-methoxy-1-(2-(5-(methylamino)-1H-indol-3-yl)ethyl)-3,4-dihydroisoquinolin-2(1H)-yl)(morpholinyl)methanone